S(=O)(=O)([O-])SSSS(=O)(=O)[O-].[Na+].[Na+].[Na+].[Na+].[Na+] pentasodium pentathionate